1-iodo-4-chloro-2-nitrobenzene IC1=C(C=C(C=C1)Cl)[N+](=O)[O-]